O=C1C2=C(N=C(N1)SCC(=O)O)N(N=C2)C2CCSCC2 2-((4-oxo-1-(tetrahydro-2H-thiopyran-4-yl)-4,5-dihydro-1H-pyrazolo[3,4-d]pyrimidin-6-yl)thio)acetic acid